(6S,8R)-6-(5-bromopyridin-2-yl)-7-(3-((tert-butyldiphenylsilyl)oxy)-2,2-difluoropropyl)-8-methyl-6,7,8,9-tetrahydro-3H-pyrazolo[4,3-f]isoquinoline BrC=1C=CC(=NC1)[C@H]1N([C@@H](CC2=C3C(=CC=C12)NN=C3)C)CC(CO[Si](C3=CC=CC=C3)(C3=CC=CC=C3)C(C)(C)C)(F)F